9,9-bis[4-[2-(acryloyloxy)ethoxy]phenyl]fluorene butyl-2-methylpiperazine-1-carboxylate C(CCC)OC(=O)N1C(CNCC1)C.C(C=C)(=O)OCCOC1=CC=C(C=C1)C1(C2=CC=CC=C2C=2C=CC=CC12)C1=CC=C(C=C1)OCCOC(C=C)=O